ClC=1C=NC=C(C1[C@@H](C)OC=1C=C2C(=NNC2=CC1OC)C=1C=NC(=C(C#N)C1)N1CC(C1)(C)NCCOC)Cl (R)-5-(5-(1-(3,5-dichloropyridin-4-yl)ethoxy)-6-methoxy-1H-indazol-3-yl)-2-(3-((2-methoxyethyl)amino)-3-methylazetidin-1-yl)nicotinonitrile